[Cl-].C(=O)(O)/C=C/C[N+](C)(C)C (2E)-3-Carboxy-N,N,N-trimethyl-2-propen-1-aminium chloride